(1S,2R)-1-(2-chloro-4,5-difluorophenyl)-1-(1-ethyl-1H-pyrazol-4-yl)propan ClC1=C(C=C(C(=C1)F)F)[C@@H](CC)C=1C=NN(C1)CC